6-bromo-3-((2,6-dimethoxypyridin-4-yl)methyl)-2-methoxyquinoline BrC=1C=C2C=C(C(=NC2=CC1)OC)CC1=CC(=NC(=C1)OC)OC